3-fluoro-N-(3-fluoro-4-((1-fluoro-3-(phenylsulfonyl)-7-(o-tolyl)pyrrolo[3,2-e]indazol-6(3H)-yl)methyl)phenethyl)propan-1-amine FCCCNCCC1=CC(=C(C=C1)CN1C(=CC=2C=3C(=NN(C3C=CC21)S(=O)(=O)C2=CC=CC=C2)F)C2=C(C=CC=C2)C)F